4-Oxo-8-(4,4,5,5-tetramethyl-1,3,2-dioxaborolan-2-yl)-4H-pyrido[1,2-a]pyrimidine-3-carbaldehyde O=C1C(=CN=C2N1C=CC(=C2)B2OC(C(O2)(C)C)(C)C)C=O